C(C)C1(CN(CCC1B1OC(C(O1)(C)C)(C)C)C(=O)OC(C)(C)C)C(=O)[O-] tert-butyl 3-ethyl-4-(4,4,5,5-tetramethyl-1,3,2-dioxaborolan-2-yl)-5,6-dihydropyridine-1,3(2H)-dicarboxylate